(6-((2,6-dioxopiperidin-3-yl)amino)pyrimidin-4-yl)methyl methanesulfonate CS(=O)(=O)OCC1=NC=NC(=C1)NC1C(NC(CC1)=O)=O